2,2'-(octyl-imino)bis[ethanol] C(CCCCCCC)N(CCO)CCO